nonadecyl fluoroundecyl-sulfonate FCCCCCCCCCCCS(=O)(=O)OCCCCCCCCCCCCCCCCCCC